ClC=1C=C(C=CC1C)NC1N(C(=NC(=N1)N)N1CCOCC1)C1=C(C=CC=C1)OC N-(3-Chloro-4-methylphenyl)-N1-(2-methoxyphenyl)-6-morpholin-4-yl-[1,3,5]triazine-2,4-diamine